2-[(2E)-2-(aminomethyl)-3-fluoroprop-2-en-1-yl]-7-[4-(1,2-oxazol-3-yl)phenyl][1,2,4]triazolo[4,3-a]pyridin-3(2H)-one hydrochloride Cl.NC/C(/CN1N=C2N(C=CC(=C2)C2=CC=C(C=C2)C2=NOC=C2)C1=O)=C\F